methyl 3-chloro-2-(2',4'-difluoro-[1,1'-biphenyl]-2-yl)imidazo[1,2-a]pyridine-7-carboxylate ClC1=C(N=C2N1C=CC(=C2)C(=O)OC)C2=C(C=CC=C2)C2=C(C=C(C=C2)F)F